2,5-Dioxopyrrolidin-1-yl-N-(tert-butoxycarbonyl)-L-valine O=C1N(C(CC1)=O)N([C@@H](C(C)C)C(=O)O)C(=O)OC(C)(C)C